N1(CCN(CCN(CCC1)CC=1C(=C(C(=O)NC(CO)CO)C=C(C1)C)O)CC=1C(=C(C(=O)NC(CO)CO)C=C(C1)C)O)CC=1C(=C(C(=O)NC(CO)CO)C=C(C1)C)O 3,3',3''-[1,4,7-triazecane-1,4,7-triyltris(methylene)]tris[N-(1,3-dihydroxypropan-2-yl)-2-hydroxy-5-methylbenzamide]